methyl ((S)-N-(tert-butoxycarbonyl)-2-hydroxy-6-methylpyridine-3-sulfonimidoyl)-L-prolinate C(C)(C)(C)OC(=O)N=[S@@](=O)(C=1C(=NC(=CC1)C)O)N1[C@@H](CCC1)C(=O)OC